carbon pentadiene C=CC=CC.[C]